N-{2-hydroxy-5-[(5-methoxypyridin-2-yl)methoxy]phenyl}-1-methyl-1H-imidazole-4-carboxamide OC1=C(C=C(C=C1)OCC1=NC=C(C=C1)OC)NC(=O)C=1N=CN(C1)C